(((hydroxy)benzylamino)(2-naphthyl)methyl)diphenylphosphine oxide ON(CC1=CC=CC=C1)C(C1=CC2=CC=CC=C2C=C1)P(C1=CC=CC=C1)(C1=CC=CC=C1)=O